FC1=C(C=CC(=C1)F)[C@H](C)NC([C@@H](C)C=1C(NC2=CC=NC=C2C1C(F)(F)F)=O)=O |o1:12| (2S*)-N-[(1S)-1-(2,4-difluorophenyl)ethyl]-2-[2-oxo-4-(trifluoromethyl)-1H-1,6-naphthyridin-3-yl]propanamide